perfluoroammonium 2,6-dioxaoctanoate C(OCCCOCC)(=O)[O-].F[N+](F)(F)F